ethyl (E)-7-(3-(3,4-dimethoxybenzylidene)-2,5-dioxopyrrolidinyl)heptanoate COC=1C=C(\C=C/2\C(N(C(C2)=O)CCCCCCC(=O)OCC)=O)C=CC1OC